3-tert-Butyl-[1,2,4]oxadiazole-5-carboxylic acid {6-[2-(1-isopropyl-3,5-dimethyl-1H-pyrazol-4-yl)-3H-imidazo[4,5-b]pyridin-7-yl]-1,2,3,4-tetrahydro-naphthalen-1-yl}-amide C(C)(C)N1N=C(C(=C1C)C1=NC=2C(=NC=CC2C=2C=C3CCCC(C3=CC2)NC(=O)C2=NC(=NO2)C(C)(C)C)N1)C